aluminium-titanium zirconium [Zr].[Ti].[Al]